3-(S)-pyrrolidone N1CC(CC1)=O